2-(1-(cyclopropylmethyl)-5-(3-fluoro-4-sulfamoylbenzyl)-4-(3-(oxetan-3-ylethynyl)phenyl)-1H-pyrrol-2-yl)thiazole-4-carboxylic acid C1(CC1)CN1C(=CC(=C1CC1=CC(=C(C=C1)S(N)(=O)=O)F)C1=CC(=CC=C1)C#CC1COC1)C=1SC=C(N1)C(=O)O